C(C1=CC=CC=C1)=C1C=C(C(C(=C1)C(C)(C)C)=O)C(C)(C)C 4-benzylidene-2,6-di-tert-butylcyclohexa-2,5-dienone